2-Chloro-2-butenyldithiobenzoate ClC1(C(C(=S)[S-])C=CC=C1)C=CCC